C1NCC2=CC=CC=C12 1,3-dihydro-2H-isoindole